phthalimido toluenesulfonate C(C1=CC=CC=C1)S(=O)(=O)ON1C(C=2C(C1=O)=CC=CC2)=O